O=C1NC(CC[C@@H]1N1CCC2=C(C=CC=C12)N1C[C@@H]2[C@H](CC1)N(CC2)C(=O)OC(C)(C)C)=O tert-butyl (3aR,7aS)-5-[1-[(3S)-2,6-dioxo-3-piperidyl]indolin-4-yl]-3,3a,4,6,7,7a-hexahydro-2H-pyrrolo[3,2-c]pyridine-1-carboxylate